C(=O)C1=NC=CC2=C1CCN2C(=O)OC(C)(C)C tert-butyl 4-formyl-2,3-dihydro-1H-pyrrolo[3,2-c]pyridine-1-carboxylate